FC(N1N=C(C=C1)S(=O)(N)=NC(NC1=C2C(=NC(=C1C)C(F)(F)F)CCC2)=O)F 1-(Difluoromethyl)-N'-((3-methyl-2-(trifluoromethyl)-6,7-dihydro-5H-cyclopenta[b]pyridin-4-yl)carbamoyl)-1H-pyrazole-3-sulfonimidamide